S1C=CC=2C1=NC=CC2NCC2=CC=C(C=C2)C=O (4-((thieno[2,3-b]pyridin-4-ylamino)methyl)phenyl)methanone